NC1=NNC(C2=C1N(N=C2[C@H]2CN(CCC2)C(C#CC)=O)C2=CC=C(C=C2)OC2=C(C=CC=C2)F)=O (R)-7-amino-3-(1-(but-2-ynoyl)piperidin-3-yl)-1-(4-(2-fluorophenoxy)phenyl)-1,5-dihydro-4H-pyrazolo[3,4-d]pyridazin-4-one